(2R,3S,4S)-2-[(4-chlorophenyl)methyl]-4-hydroxypyrrolidin-3-yl acetate C(C)(=O)O[C@H]1[C@H](NC[C@@H]1O)CC1=CC=C(C=C1)Cl